FC(CNC=1N=CC2=C(N1)NC=C2C=2C=C1C=CC=NC1=CC2)(C)F N-(2,2-difluoropropyl)-5-(quinolin-6-yl)-7H-pyrrolo[2,3-d]pyrimidin-2-amine